α-glucose pentaacetate C(C)(=O)O[C@@H]1[C@H](OC(C)=O)[C@@H](OC(C)=O)[C@H](OC(C)=O)[C@H](O1)COC(C)=O